CN(C(C=C)=O)CCCCCCOCC1CO1 N-methyl-N-(6-glycidoxyhexyl)acrylamide